C12CC(CC2C1)C(C(=O)O)NC(=O)OC(C)(C)C 2-(3-bicyclo[3.1.0]hexanyl)-2-(tert-butoxycarbonylamino)acetic acid